((2R,3S,4R,5R)-5-(4-aminopyrrolo[2,1-f][1,2,4]triazin-7-yl)-5-cyano-3,4-dihydroxytetrahydrofuran-2-yl)methyl acetate C(C)(=O)OC[C@H]1O[C@@]([C@@H]([C@@H]1O)O)(C#N)C1=CC=C2C(=NC=NN21)N